C1(CC1)C1=NC(=CC(=C1)C1=NN(C=N1)/C=C(/C(=O)OC)\C=1C=NC=NC1)C(F)(F)F methyl (E)-3-(3-(2-cyclopropyl-6-(trifluoromethyl)pyridin-4-yl)-1H-1,2,4-Triazol-1-yl)-2-(pyrimidin-5-yl)acrylate